C(C1=CC=CC=C1)C1(CC(=NO1)CNC(=O)OC(C)(C)C)C(=O)OC methyl 5-benzyl-3-(((tert-butoxycarbonyl)amino)methyl)-4,5-dihydroisoxazole-5-carboxylate